N-(3-(2-((4-(2-(dimethylamino)ethoxy)phenyl)amino)quinazolin-8-yl)phenyl)acrylamide CN(CCOC1=CC=C(C=C1)NC1=NC2=C(C=CC=C2C=N1)C=1C=C(C=CC1)NC(C=C)=O)C